1-benzyl-N-(2-fluorophenyl)-2-oxo-3-(phenylseleno)pyrrolidine-3-carboxamide C(C1=CC=CC=C1)N1C(C(CC1)(C(=O)NC1=C(C=CC=C1)F)[Se]C1=CC=CC=C1)=O